CCCCCCCC\C=C/C=C/CC (Z,E)-9,11-Tetradecadien